C(C)(C)C1=C(NC2=CC=C(C=C12)C1CCN(CC1)C1CCOCC1)C=1C=C(C=2N(N1)N=CN2)OC 6-(3-isopropyl-5-(1-(tetrahydro-2H-pyran-4-yl)piperidin-4-yl)-1H-indol-2-yl)-8-methoxy-[1,2,4]triazolo[1,5-b]pyridazine